((2S,5R)-1-((benzyloxy)methyl)-2-isopropyl-5-methylcyclohexyl)methanol C(C1=CC=CC=C1)OCC1([C@@H](CC[C@H](C1)C)C(C)C)CO